α-ethyl-α-methyl-δ-valerolactone C(C)C1(C(=O)OCCC1)C